(2R,3S)-3-((R)-3-((R)-(1,3-dithian-2-yl)((1R,2R)-2-formylcyclobutyl)(methoxy)methyl)cyclobut-2-en-1-yl)-N,N-bis(4-methoxybenzyl)butane-2-sulfonamide S1C(SCCC1)[C@@](C1=C[C@@H](C1)[C@@H]([C@@H](C)S(=O)(=O)N(CC1=CC=C(C=C1)OC)CC1=CC=C(C=C1)OC)C)(OC)[C@H]1[C@@H](CC1)C=O